ClC=1SC(=CN1)CN(C(C1=C(C=C(C=C1)C1=NOC(C1)(C(F)(F)F)C1=CC(=C(C(=C1)F)F)F)C)=O)C(C)C N-((2-chlorothiazol-5-yl)methyl)-4-(5-(3,4,5-trifluorophenyl)-5-(trifluoromethyl)-4,5-dihydroisoxazol-3-yl)-2-methyl-N-isopropylbenzamide